ClC1=C(C(=NC(=N1)C1=CC=C(C=C1)Cl)N)OC1=C(C=CC=C1)OC 6-chloro-2-(4-chlorophenyl)-5-(2-methoxyphenoxy)pyrimidin-4-amine